ClC1=C(C(=CC=C1Cl)F)C1(CN(C1)C(C=C)=O)NC=1C=C2C(N(C=NC2=C(C1)F)CC(=O)N)=O 2-(6-{[3-(2,3-Dichloro-6-fluorophenyl)-1-(prop-2-enoyl)azetidin-3-yl]amino}-8-fluoro-4-oxoquinazolin-3-yl)acetamide